2-({[2-(azetidin-1-yl)quinolin-7-yl]Oxy}methyl)cyclopentan-1-ol N1(CCC1)C1=NC2=CC(=CC=C2C=C1)OCC1C(CCC1)O